ClCC1=NC2=C(N1CC1(CC1)OC)C=C(C=C2)C(=O)OC methyl 2-(chloromethyl)-1-((1-methoxycyclopropyl)methyl)-1H-Benzo[d]imidazole-6-carboxylate